4-((Methylamino)methyl)-2-azabicyclo[2.1.1]hexane-2-carboxylic acid tert-butyl ester C(C)(C)(C)OC(=O)N1C2CC(C1)(C2)CNC